5-hydroxy-3-(5-methoxycarbonyl-3-pyridinyl)isoxazolidine-2-carboxylic acid tert-butyl ester C(C)(C)(C)OC(=O)N1OC(CC1C=1C=NC=C(C1)C(=O)OC)O